OC1=C(C(=O)N(C2=CC=C(C=C2)C(=O)N2CCOCC2)C)C=C(C(=C1)O)C(C)C 2,4-dihydroxy-5-isopropyl-N-methyl-N-(4-(morpholine-4-carbonyl)phenyl)benzamide